1-Methyl-3-butylpyrrolium cyanid tert-Butyl-3-(4-(2-ethoxy-1,1-difluoro-2-oxoethoxy)-7-(thiazol-4-yl)benzo[d]oxazol-2-yl)-3,6-diazabicyclo[3.1.1]heptane-6-carboxylate C(C)(C)(C)OC(=O)N1C2CN(CC1C2)C=2OC1=C(N2)C(=CC=C1C=1N=CSC1)OC(C(=O)OCC)(F)F.[C-]#N.C[NH+]1C=C(C=C1)CCCC